(3-fluoro-2-(3-methyl-1,2,4-oxadiazol-5-yl)phenyl)((1S,4S,6R)-6-((5-(trifluoromethyl)pyridin-2-yl)amino)-2-azabicyclo[2.2.1]heptan-2-yl)methanone FC=1C(=C(C=CC1)C(=O)N1[C@@H]2[C@@H](C[C@H](C1)C2)NC2=NC=C(C=C2)C(F)(F)F)C2=NC(=NO2)C